(pentafluorophenyl) borate (tetrakis(pentafluorophenyl) borate) FC1=C(C(=C(C(=C1[B-](C1=C(C(=C(C(=C1F)F)F)F)F)(C1=C(C(=C(C(=C1F)F)F)F)F)C1=C(C(=C(C(=C1F)F)F)F)F)F)F)F)F.B(OC1=C(C(=C(C(=C1F)F)F)F)F)([O-])[O-]